7a-(4-cyanophenyl)-4b,5-dihydroxy-N,N-dimethyl-7-phenyl-4b,6,7,7a-tetrahydro-5H-cyclopenta[4,5]furo[2,3-c]pyridine-6-carboxamide C(#N)C1=CC=C(C=C1)C12C(C3=C(C=NC=C3)O1)(C(C(C2C2=CC=CC=C2)C(=O)N(C)C)O)O